C(#N)NC(O)=N cyanoisourea